10-(3-(tert-butoxy)-3-oxopropyl)-13-isobutyl-2,2-dimethyl-6-(2-(methyl((2S,3R,4R,5R)-2,3,4,5,6-pentahydroxyhexyl)amino)-2-oxoethyl)-4,8,11-trioxo-3-oxo-5,9,12-triazatetradecanoate C(C)(C)(C)OC(CCC(NC(CC(NC(C(C(C(=O)[O-])(C)C)=O)=O)CC(=O)N(C[C@@H]([C@H]([C@@H]([C@@H](CO)O)O)O)O)C)=O)C(NC(C)CC(C)C)=O)=O